3-(2-(difluoromethoxy)-7-methylquinoxalin-5-yl)isothiazole FC(OC1=NC2=CC(=CC(=C2N=C1)C1=NSC=C1)C)F